FC=1C=CC(=NC1)C1=NN(C=C1C1=C2C(=NC=C1)NC=C2)C 4-[3-(5-Fluoro-2-pyridyl)-1-methyl-pyrazol-4-yl]-1H-pyrrolo[2,3-b]pyridin